5-(4'-phenyl-1,1'-biphenyl-4-yl)-12-(1,1'-biphenyl-4-yl)-5H,12H-indolo[3,2-a]carbazole C1(=CC=CC=C1)C1=CC=C(C=C1)C1=CC=C(C=C1)N1C2=CC=CC=C2C=2C1=CC=C1C3=CC=CC=C3N(C21)C2=CC=C(C=C2)C2=CC=CC=C2